5-fluoro-3-(2-(3-(4-tert-butylphenyl)-4-oxothiazolidine-2-ylidene)hydrazono)-1H-indol-2-one FC=1C=C2C(C(NC2=CC1)=O)=NN=C1SCC(N1C1=CC=C(C=C1)C(C)(C)C)=O